CC(C)(C)OC(=O)N1CC[C@H](C1)N (R)-3-Amino-N-Boc-pyrrolidine